2-(2-(tert-butoxy)ethoxy)-8-((4-(difluoromethoxy)-2-fluorophenyl)amino)-5,7-dimethyl-3,4-dihydro-2,7-naphthyridine-1,6(2h,7h)-dione C(C)(C)(C)OCCON1C(C2=C(N(C(C(=C2CC1)C)=O)C)NC1=C(C=C(C=C1)OC(F)F)F)=O